[Pd](Cl)Cl.C1(=CC=CC=C1)P(C1=CC=CC=C1)C1=CC=CC=C1.C1(=CC=CC=C1)P(C1=CC=CC=C1)C1=CC=CC=C1 Bis(triphenylphosphine) palladium(II) dichloride